C(C)(C)(C)OC(=O)N=S1(CCC(CC1)C(=O)O)=O 1-((tert-butoxycarbonyl)imino)hexahydro-1λ6-thiopyran-4-carboxylic acid 1-oxide